Cis-8-dimethylamino-3-[(4-methoxyphenyl)-methyl]-8-phenyl-1-(2-tetrahydro-pyran-4-yl-ethyl)-1,3-diazaspiro[4.5]decan-2-one CN(C1(CCC2(CN(C(N2CCC2CCOCC2)=O)CC2=CC=C(C=C2)OC)CC1)C1=CC=CC=C1)C